ClC1=C(C=C(C=C1)NC1=C(C=NC2=CC(=C(C=C12)NC(=O)NC1CCOCC1)OCC)C#N)OC 1-(4-((4-chloro-3-methoxyphenyl)amino)-3-cyano-7-ethoxyquinolin-6-yl)-3-(tetrahydro-2H-pyran-4-yl)urea